4-[[5-(4-chloro-2-fluoro-3-hydroxy-phenyl)-1,3,4-thiadiazol-2-yl]methyl]-6-ethyl-4,6-diazaspiro[2.4]heptane-5,7-dione ClC1=C(C(=C(C=C1)C1=NN=C(S1)CN1C2(CC2)C(N(C1=O)CC)=O)F)O